bis(3-allyl-4'-hydroxyphenyl)propane C(C=C)C=1C=C(C=CC1O)C(C)(C)C1=CC(=C(C=C1)O)CC=C